tert-butyl ((5-fluoro-6-((6-fluoropyridin-2-yl)methoxy)-1H-indol-2-yl)methyl)carbamate FC=1C=C2C=C(NC2=CC1OCC1=NC(=CC=C1)F)CNC(OC(C)(C)C)=O